(R)-(5-bromo-2-((1-(5-(methylamino)nicotinyl)piperidin-3-yl)amino)-3-nitrophenyl)(2,2,6,6-Tetrafluoromorpholino)methanone BrC=1C=C(C(=C(C1)C(=O)N1CC(OC(C1)(F)F)(F)F)N[C@H]1CN(CCC1)CC1=CN=CC(=C1)NC)[N+](=O)[O-]